FC1=C(C(=CC=2SC(=CC21)C=O)OC)OCC2=CC=C(C=C2)OC 4-Fluoro-6-methoxy-5-((4-methoxybenzyl)oxy)benzo[b]thiophene-2-carbaldehyde